(tert-butyl 2-(trifluoromethyl) benzyl) carbamate C(N)(OC(C1=C(C=CC=C1)C(F)(F)F)C(C)(C)C)=O